1,6-Dimethyl-4-{4-methyl-4-[5-(prop-2-yl)-1,3-benzoxazol-2-yl]piperidin-1-yl}-2-oxo-1,2-dihydroquinoline-3-carbonitrile CN1C(C(=C(C2=CC(=CC=C12)C)N1CCC(CC1)(C=1OC2=C(N1)C=C(C=C2)C(C)C)C)C#N)=O